OC1=C(C=C(C=C1S(=O)(=O)O)O)CSCC=1C(=C(C(=O)O)C=C(C1)O)O 3-((2,5-dihydroxy-3-sulfophenyl)methylthiomethyl)-2,5-dihydroxybenzoic acid